7-chloro-3-[6-methyl-5-(pyrrolidin-3-yloxy)pyridin-2-yl]-1H-indazole ClC=1C=CC=C2C(=NNC12)C1=NC(=C(C=C1)OC1CNCC1)C